3-[2-(3-bromo-5-fluorophenyl)-5-fluorophenyl]-4-(difluoromethyl)-1,2,4-triazole BrC=1C=C(C=C(C1)F)C1=C(C=C(C=C1)F)C1=NN=CN1C(F)F